6-chloro-4-methyl-3-methylsulfanyl-1,2,4-triazin-5-one ClC=1C(N(C(=NN1)SC)C)=O